Ethyl (7R)-2-cyclopropyl-7-isopropyl-3-(3-methoxypropoxy)-11-oxo-6,7-dihydropyrido[1,2-d][1,4]benzoxazepine-10-carboxylate C1(CC1)C=1C(=CC2=C(C=3N([C@@H](CO2)C(C)C)C=C(C(C3)=O)C(=O)OCC)C1)OCCCOC